ClC1=C(C=CC(=C1)S(=O)(=O)C)C1COCCCN1C1=NC(=NC(=C1)C)N 4-[3-(2-chloro-4-methylsulfonyl-phenyl)-1,4-oxazepan-4-yl]-6-methyl-pyrimidin-2-amine